BrC=1C(=NC2=CC(=CC=C2C1)I)N 3-bromo-7-iodoquinoline-2-Amine